CN1CCC(CC1)N1CC2=CC=C(C=C2CC1)N 2-(1-methylpiperidin-4-yl)-1,2,3,4-tetrahydroisoquinolin-6-amine